Cl[Si](N[Si](C=C)(C)Cl)(C=C)C 1,3-dichloro-1,3-dimethyl-1,3-divinyldisilazane